(R)-N-(1-(3-bromophenyl)ethyl)-6-methoxy-2-methyl-7-((7-(4-phenylpiperidin-1-yl)heptyl)oxy)quinazolin-4-amine BrC=1C=C(C=CC1)[C@@H](C)NC1=NC(=NC2=CC(=C(C=C12)OC)OCCCCCCCN1CCC(CC1)C1=CC=CC=C1)C